C(C)(C)(C)OC(=O)O[C@@H]1[C@H]([C@H](N(C1)C(=O)OC(C)(C)C)CC1=CC=C(C=C1)OC)OC(CC1=CC=C(C=C1)Cl)=O tert-butyl (2R,3S,4S)-4-[(tert-butoxycarbonyl)oxy]-3-{[2-(4-chlorophenyl)acetyl]oxy}-2-[(4-methoxyphenyl)methyl]pyrrolidine-1-carboxylate